BrC1=CNC2=C(C=C(C(=C12)CN1N=C2N=C(C=CC2=C1)C#N)S(=O)(=O)C)C 2-((3-bromo-7-methyl-5-(methylsulfonyl)-1H-indol-4-yl)methyl)-2H-pyrazolo[3,4-b]pyridine-6-carbonitrile